C[C@H]1N(CCN(C1=O)C)CCCOC1=NC2=CC=C(C=C2C=C1)C=1C2=C(C(N(C1)C)=O)N(C=C2)S(=O)(=O)C2=CC=C(C)C=C2 (R)-4-{2-[3-(2,4-dimethyl-3-oxopiperazin-1-yl)propoxy]quinolin-6-yl}-6-methyl-1-tosyl-1H-pyrrolo[2,3-c]pyridin-7(6H)-one